C(CC1=CC=CC=C1)N1C=CC2=CC=CC=C12 1-phenethylindole